C(#N)C1=C(C=C(CNC(=O)C2=CC=C3N(CCNC3=O)C2=O)C=C1)F N-(4-cyano-3-fluorobenzyl)-1,6-dioxo-2,3,4,6-tetrahydro-1H-pyrido[1,2-a]pyrazine-7-carboxamide